(R)-3-(2-(3-(3-cyano-5-fluorophenyl)-2,5-dioxoimidazolidin-1-yl)acetylamino)-2-oxo-4-phenyl-N-(thiazole-2-ylmethyl)butyramide C(#N)C=1C=C(C=C(C1)F)N1C(N(C(C1)=O)CC(=O)N[C@@H](C(C(=O)NCC=1SC=CN1)=O)CC1=CC=CC=C1)=O